N1CC(C1)CN1N=CC(=C1)S(=O)(=O)NC=1C=CC=C2C(=CNC12)Cl 1-(Azetidin-3-ylmethyl)-N-(3-chloro-1H-indol-7-yl)pyrazol-4-sulfonamid